C(C=CC)(C(=O)OCC)C(=O)OCC diethyl but-2-enedicarboxylate